1-(4-(7-chloro-4-(morpholinomethyl)quinolin-2-yl)phenyl)-2-diazoethane-1-one ClC1=CC=C2C(=CC(=NC2=C1)C1=CC=C(C=C1)C(C=[N+]=[N-])=O)CN1CCOCC1